tert-butyl 4-(7-carbamoylfuro[3,2-d]thieno[3,2-b]pyridin-3-yl)piperidine-1-carboxylate C(N)(=O)C1=CC2=C3C(=NC=C2O1)C(=CS3)C3CCN(CC3)C(=O)OC(C)(C)C